NC1=C2C(=NC=N1)N(N=C2C2=C(C=C(C=C2)OC2=CC=CC=C2)F)[C@@H]2CN(CCC2)C(=O)C(C#N)=CC(C)(C)C (S)-2-(3-(4-amino-3-(2-fluoro-4-phenoxyphenyl)-1H-pyrazolo[3,4-d]pyrimidin-1-yl)piperidine-1-carbonyl)-4,4-dimethylpent-2-enenitrile